5-(5-((1R,5S,6r)-6-(1H-1,2,3-triazol-5-yl)-3-azabicyclo[3.1.0]hexan-3-yl)-1,3,4-oxadiazol-2-yl)-N-(4-methoxyphenethyl)pyrimidin-2-amine N1N=NC=C1C1[C@H]2CN(C[C@@H]12)C1=NN=C(O1)C=1C=NC(=NC1)NCCC1=CC=C(C=C1)OC